norbornen-2-methylamine C12C(=CC(CC1)C2)CN